5-hydroxy-1,3-dimethyl-7-(tetrahydro-2H-pyran-4-yl)quinolin-2(1H)-one OC1=C2C=C(C(N(C2=CC(=C1)C1CCOCC1)C)=O)C